CC1=C(C=CC=C1)C1=CC=CC=C1C 2,6'-dimethylbiphenyl